Tin dihydroxide [Sn](O)O